3-(2,5-dichloropyrimidin-4-yl)-7-nitro-1-toluenesulfonyl-1H-indole ClC1=NC=C(C(=N1)C1=CN(C2=C(C=CC=C12)[N+](=O)[O-])S(=O)(=O)CC1=CC=CC=C1)Cl